C(CCCCCCCCCCCCCCCCC)(=O)[O-].[Na+].OCC(O)CO glycerin sodium stearate